tert-butyl 4-((5-bromo-1H-benzo[d]imidazol-2-yl)methyl)piperazine-1-carboxylate BrC1=CC2=C(NC(=N2)CN2CCN(CC2)C(=O)OC(C)(C)C)C=C1